N1=CC(=CC=C1)P(C=1C=NC=CC1)C=1C=NC=CC1 tri(3-pyridyl)phosphine